BrC=1C(C(CC1)(C(=O)OCC)C)=O ethyl 3-bromo-1-methyl-2-oxo-cyclopent-3-ene-1-carboxylate